N-(5-Benzyloxy-isoquinolin-1-yl)-guanidine C(C1=CC=CC=C1)OC1=C2C=CN=C(C2=CC=C1)NC(=N)N